(2S,3S,4R,5R)-3-((tert-butyldimethylsilyl)oxy)-5-(2,4-dioxo-3,4-dihydropyrimidin-1(2H)-yl)-4-methoxytetrahydrofuran-2-carbaldehyde [Si](C)(C)(C(C)(C)C)O[C@@H]1[C@H](O[C@H]([C@@H]1OC)N1C(NC(C=C1)=O)=O)C=O